5,7-difluoroquinolin-3-amine FC1=C2C=C(C=NC2=CC(=C1)F)N